1-(6-chloropyrimidin-4-yl)-3-(3-methoxyphenyl)urea ClC1=CC(=NC=N1)NC(=O)NC1=CC(=CC=C1)OC